2-chloro-4-(1,4-dimethyl-1H-pyrazol-5-yl)-5-fluoropyridine ClC1=NC=C(C(=C1)C1=C(C=NN1C)C)F